β-D-glucopyranosyl-(1->3)-β-D-glucopyranose [C@@H]1([C@H](O)[C@@H](O)[C@H](O)[C@H](O1)CO)O[C@@H]1[C@H]([C@H](O)O[C@@H]([C@H]1O)CO)O